5-{[(1H-imidazole-1-carbonyl)amino]methyl}-1H-1,2,3,4-tetrazol-1-ide N1(C=NC=C1)C(=O)NCC1=NN=N[N-]1